ethyl 3-bromo-3-(4-chlorophenyl)-2,2-difluoropropanoate BrC(C(C(=O)OCC)(F)F)C1=CC=C(C=C1)Cl